2-amino-N-(4-chloro-3-oxobut-2-yl)-3-(4-fluorophenyl)propanamide NC(C(=O)NC(C)C(CCl)=O)CC1=CC=C(C=C1)F